4-(2-(piperidin-1-yl)ethoxy)isoindolin N1(CCCCC1)CCOC1=C2CNCC2=CC=C1